OCCN1C(C2=CC=C(C=C2CC1(C(F)(F)F)NC1=CC=CC=C1)C)=O 2-(2-Hydroxyethyl)-6-methyl-3-(phenylamino)-3-(trifluoromethyl)-3,4-dihydroisoquinolin-1(2H)-one